ethyl 2-((1R,2S,3R,4S)-3-(3-(4-chlorophenyl)-1,2,4-oxadiazol-5-yl)-7-oxabicyclo[2.2.1]heptane-2-carboxamido)benzoate ClC1=CC=C(C=C1)C1=NOC(=N1)[C@@H]1[C@@H]([C@H]2CC[C@@H]1O2)C(=O)NC2=C(C(=O)OCC)C=CC=C2